C(C=C)(=O)N1C(COC(C1)(C)C)C1=CC(=NC(=C1)Cl)C=1C=CC(=C(C(=O)N)C1)F 5-(4-(4-acryloyl-6,6-dimethylmorpholin-3-yl)-6-chloropyridin-2-yl)-2-fluorobenzamide